C(C)(C)(C)OC(=O)N\C(=N/C(=O)OC(C)(C)C)\NC1=CC(=C(C(=O)OC=2C=3N(C(=CC2)CC(=O)OC(C)(C)C)N=CN3)C=C1)C 5-[2-(tert-butoxy)-2-oxoethyl]-[1,2,4]triazolo[1,5-a]pyridin-8-yl 4-{[(1Z)-{[(tert-butoxy)carbonyl]amino}({[(tert-butoxy)carbonyl]imino}) methyl]amino}-2-methylbenzoate